CC1=CC(CCC1)C1=C(C=C(C=C1OC(C)C)CCCCC)O 2-(3-Methylcyclohex-2-en-1-yl)-5-pentyl-3-propan-2-yloxyphenol